3-(M-AMINOPHENOXY)PROPYLTRI-METHOXYSILANE NC=1C=C(OCCC[Si](OC)(OC)OC)C=CC1